C(C)(C)(C)C1=CC=C(C=C1)C[C@H](C(=O)O)O (2R)-3-(4-tert-butylphenyl)-2-hydroxypropionic acid